C(C(=C)C)(=O)O.C(C(=C)C)(=O)O.C1(=CC(=CC=C1)C)C meta-xylene dimethacrylate